C(C)OC(C(C(C(F)F)=O)=COCC)=O.CC1=NN(C=C1C1=NC2=CC=CC=C2N=C1)CC1CCN(CC1)C 2-[3-methyl-1-[(1-methyl-4-piperidinyl)methyl]Pyrazol-4-yl]Quinoxaline ethyl-2-(ethoxymethylene)-4,4-difluoro-3-oxobutanoate